C12(C(CCCC1)O2)C(=O)[O-] epoxycyclohexanecarboxylate